O=C1C(=COC2=CC=CC=C12)C(SC=1SC2=C(N1)C=CC=C2)=O S-(benzo[d]thiazol-2-yl) 4-oxo-4H-chromen-3-thiocarboxylate